2-Bromo-4-methyl-5-nitrobenzoic acid methyl ester COC(C1=C(C=C(C(=C1)[N+](=O)[O-])C)Br)=O